C(C)(C)(C)OC(=O)N1C(C2=CC=CC=C2C1)=O 1-oxoisoindole-2-carboxylic acid tert-butyl ester